OC(C)C=1C=C(CN2N=CC3=C(C2=O)N(C2=C3SC(=N2)S(=O)C)C)C=CC1 6-(3-(1-hydroxyethyl)benzyl)-4-methyl-2-(methylsulfinyl)-4H-thiazolo[5',4':4,5]pyrrolo[2,3-d]pyridazin-5(6H)-one